ethyl (e)-3-(3-((2-aminophenethyl)amino)phenyl)acrylate NC1=C(CCNC=2C=C(C=CC2)/C=C/C(=O)OCC)C=CC=C1